C(C)(C)(C)OC(NC1OCC1C1=C2C=NN(C2=CC(=C1)C1=CC=C(C=C1)O)C1OCCCC1)=O N-[3-[6-(4-hydroxyphenyl)-1-tetrahydropyran-2-yl-indazol-4-yl]oxetanyl]carbamic acid tert-butyl ester